(S)-2-allyl-6-((3-fluoro-4-(4-methylpiperazin-1-yl)phenyl)amino)-1-(7-hydroxy-7-methyl-6,7-dihydro-5H-cyclopenta[b]pyridin-2-yl)-1,2-dihydro-3H-pyrazolo[3,4-d]pyrimidin-3-one C(C=C)N1N(C2=NC(=NC=C2C1=O)NC1=CC(=C(C=C1)N1CCN(CC1)C)F)C1=CC=C2C(=N1)[C@@](CC2)(C)O